O(C1=CC=CC=C1)C(=O)N(CC(=O)O)[N+](=O)[O-] N-phenoxycarbonyl-N-nitroglycine